N-(bis(4-(tributylsilyl)phenyl)phosphaneyl)-N-cyclohexyl-1-(4-(tributylsilyl)phenyl)-1-(2-(trifluoromethyl)phenyl)phosphanamine C(CCC)[Si](C1=CC=C(C=C1)P(N(P(C1=C(C=CC=C1)C(F)(F)F)C1=CC=C(C=C1)[Si](CCCC)(CCCC)CCCC)C1CCCCC1)C1=CC=C(C=C1)[Si](CCCC)(CCCC)CCCC)(CCCC)CCCC